N-(2-nitrobenzyl)aniline [N+](=O)([O-])C1=C(CNC2=CC=CC=C2)C=CC=C1